C(C)C1=CC=C(C(=O)OC2=C(C=CC=C2)OCC)C=C1 2-ethoxyphenyl 4-ethylbenzoate